2-((3-bromo-4-hydroxyphenyl)amino)-2-methylpropanenitrile BrC=1C=C(C=CC1O)NC(C#N)(C)C